2,2,3,3-tetramethylcyclopropan-1-carboxamid CC1(C(C1(C)C)C(=O)N)C